Benzofuran-7-ylboronic acid O1C=CC2=C1C(=CC=C2)B(O)O